(1,2,4)oxadiazole O1N=CN=C1